FC(OC1=C(C=O)C=CC(=C1)N1CC(N(CC1)C1=CC=CC=C1)=O)F 2-(difluoromethoxy)-4-(3-oxo-4-phenylpiperazin-1-yl)benzaldehyde